2-(METHYLCARBAMOYL)CYCLOPROPANE-1-CARBOXYLIC ACID CNC(=O)C1C(C1)C(=O)O